2-[6-[3-(Difluoromethyl)-4-fluoro-phenyl]pyrazolo[4,3-b]pyridin-1-yl]-1-[3-hydroxy-3-(trifluoromethyl)azetidin-1-yl]ethanone FC(C=1C=C(C=CC1F)C=1C=C2C(=NC1)C=NN2CC(=O)N2CC(C2)(C(F)(F)F)O)F